N[C@H](CC1=C(C=2N=C(N=C(C2S1)NCC1=NN(C=C1)C)Cl)C)C 6-[(2S)-2-aminopropyl]-2-chloro-7-methyl-N-[(1-methyl-1H-pyrazol-3-yl)methyl]thieno[3,2-d]pyrimidin-4-amine